(3-glycidyloxypropyl)methyldimethoxysilane C(C1CO1)OCCC[Si](OC)(OC)C